benzo[d][1,3]dioxolene O1COC2=C1C=CC=C2